(2R,3R,4R,5S,6R)-2-(hydroxymethyl)-6-methoxy-5-morpholinotetrahydro-2H-pyran-3,4-diol OC[C@H]1O[C@H]([C@H]([C@H]([C@H]1O)O)N1CCOCC1)OC